5-(difluoromethyl)-1'-[2-({2-oxo-1-[3-hydroxy-3-methylcyclobutyl]-1H,2H,3H-pyrrolo[2,3-b]pyridin-5-yl}oxy)ethyl]-1,2-dihydrospiro[indole-3,4'-piperidin]-2-one FC(C=1C=C2C(=CC1)NC(C21CCN(CC1)CCOC=1C=C2C(=NC1)N(C(C2)=O)C2CC(C2)(C)O)=O)F